(2-(2,6-dioxopiperidin-3-yl)-3-oxoisoindolin-5-yl)methyl (2-fluoro-5-propoxyphenyl)carbamate FC1=C(C=C(C=C1)OCCC)NC(OCC=1C=C2C(N(CC2=CC1)C1C(NC(CC1)=O)=O)=O)=O